1-[1-(methoxymethyl)cyclopropyl]pyrrole-3-carboxylic acid COCC1(CC1)N1C=C(C=C1)C(=O)O